4-((3aR,5s,6aS)-5-(6-methyl-3-(1-methyl-1H-pyrazol-4-yl)-1H-indazol-5-yl)hexahydrocyclopenta[c]pyrrol-2(1H)-yl)tetrahydro-2H-thiopyran 1,1-dioxide CC1=C(C=C2C(=NNC2=C1)C=1C=NN(C1)C)C1C[C@@H]2[C@@H](CN(C2)C2CCS(CC2)(=O)=O)C1